7-(2-(8-ethoxy-3,4-dihydrobenzofuro[2,3-c]pyridin-2(1H)-yl)ethyl)quinolin-2(1H)-one C(C)OC1=CC=CC2=C1OC=1CN(CCC12)CCC1=CC=C2C=CC(NC2=C1)=O